4-Chloro-7-fluoro-6-(1-isobutyryl-1,2,5,6-tetrahydropyridin-3-yl)-N,N-dimethyl-1H-indole-2-carboxamide ClC1=C2C=C(NC2=C(C(=C1)C=1CN(CCC1)C(C(C)C)=O)F)C(=O)N(C)C